(+-)-4-(3-bromo-4-(2-((2R)-2-hydroxy-7-azabicyclo[2.2.1]heptan-7-yl)acetyl)-5-methyl-2-((2-methylthiazol-4-yl)methyl)-1H-pyrrol-1-yl)benzonitrile BrC1=C(N(C(=C1C(CN1C2[C@@H](CC1CC2)O)=O)C)C2=CC=C(C#N)C=C2)CC=2N=C(SC2)C